BrC1=CC=C2C(=C(C(=NC2=C1)OC)C(=O)OCC)C(F)F ethyl 7-bromo-4-(difluoromethyl)-2-methoxyquinoline-3-carboxylate